CC1=CC=C(C=C1)S(=O)(=O)[O-].CC1=CC=C(C=C1)S(=O)(=O)[O-].C(CCCC1=[N+](CCC2=CC=CC=C12)C)C1=[N+](CCC2=CC=CC=C12)C 1,1'-butane-1,4-diylbis(2-methyl-3,4-dihydroisoquinolinium) bis(4-methylbenzenesulfonate)